4-bromo-2-chloro-N-((2-methylthiazol-5-yl)sulfonyl)benzamide BrC1=CC(=C(C(=O)NS(=O)(=O)C2=CN=C(S2)C)C=C1)Cl